3'-azido-3'-deoxyadenosine N(=[N+]=[N-])[C@H]1[C@H]([C@@H](O[C@@H]1CO)N1C=NC=2C(N)=NC=NC12)O